9-(3,3-dimethylazetidin-1-yl)-4-[[(2S)-1,4-dioxan-2-yl]methoxy]-1-methyl-6,7-dihydrobenzo[a]quinolizin-2-one CC1(CN(C1)C1=CC2=C(C3=C(C(C=C(N3CC2)OC[C@H]2OCCOC2)=O)C)C=C1)C